ClC1=C(C=CC=C1Cl)N1CCN(CC1)C=1C(=C(C(=O)N)C=CC1)CC=1C=C(C=CC1O)C1=CC(=CC=C1)S(N)(=O)=O (4-(2,3-dichlorophenyl)piperazin-1-yl)(4-hydroxy-3'-sulfamoyl-[1,1'-biphenyl-3-yl]methyl)benzamide